(1Z)-cyclododecene C/1=C/CCCCCCCCCC1